tert-Butyl N-(2-aminoxyethyl)carbamate O(N)CCNC(OC(C)(C)C)=O